2-fluoro-4-(5-((trifluoromethyl)-1,3,4-oxadiazol-2-yl)benzyl)-N-(2-fluorophenyl)methanesulfonamide FC1(C(C=CC(=C1)CC1=CC=CC(=C1)C=1OC(=NN1)C(F)(F)F)NS(=O)(=O)C)F